benzyl (R)-9-(2-ethoxy-2-oxoethyl)-1-methyl-10-oxo-1,4,9-triazaspiro[5.6]dodecane-4-carboxylate C(C)OC(CN1CC[C@@]2(CN(CCN2C)C(=O)OCC2=CC=CC=C2)CCC1=O)=O